CN1C(CCC1)(OC)OC 1-methyl-2,2-dimethoxypyrrolidine